(S)-2-amino-N-((1S,2S,5S)-2-((2-chloro-5-fluoro-4-(N-(pyrimidin-4-yl)sulfamoyl)-phenyl)amino)-5-(3-(trifluoromethyl)phenyl)cyclohexyl)-3-methylbutanamide Formate C(=O)O.N[C@H](C(=O)N[C@@H]1[C@H](CC[C@@H](C1)C1=CC(=CC=C1)C(F)(F)F)NC1=C(C=C(C(=C1)F)S(NC1=NC=NC=C1)(=O)=O)Cl)C(C)C